(6S)-6-{2-Chloro-3-[4-(trifluoromethoxy)anilino]-phenyl}-2-imino-6-methyl-3-(tetrahydropyran-4-yl)-hexahydropyrimidin-4-one ClC1=C(C=CC=C1NC1=CC=C(C=C1)OC(F)(F)F)[C@@]1(CC(N(C(N1)=N)C1CCOCC1)=O)C